(S)-2-((4-(6-((3-acetylbenzyl)oxy)pyridin-2-yl)piperidine-1-yl)methyl)-1-(oxetan-2-ylmethyl)-1H-benzo[d]imidazole-6-carboxylic acid C(C)(=O)C=1C=C(COC2=CC=CC(=N2)C2CCN(CC2)CC2=NC3=C(N2C[C@H]2OCC2)C=C(C=C3)C(=O)O)C=CC1